bismuth tris-(stearate) C(CCCCCCCCCCCCCCCCC)(=O)[O-].C(CCCCCCCCCCCCCCCCC)(=O)[O-].C(CCCCCCCCCCCCCCCCC)(=O)[O-].[Bi+3]